C(#N)C=1C=C(C=CC1)C1=CC(=NC(=N1)NC1CC1)C=1N=NN(C1)CC1=CC=CC(=N1)C(CC(=O)O)(C)C 3-[6-({4-[6-(m-cyanophenyl)-2-(cyclopropylamino)-4-pyrimidinyl]-1H-1,2,3-triazol-1-yl}methyl)-2-pyridinyl]-3-methylbutanoic acid